3-isopropyl-5-(4-(1-((5-(isothiazol-4-yl)thiazolo[5,4-b]pyridin-2-yl)oxy)ethyl)piperidin-1-yl)-1,2,4-oxadiazol C(C)(C)C1=NOC(=N1)N1CCC(CC1)C(C)OC=1SC2=NC(=CC=C2N1)C=1C=NSC1